C(#N)N1CC(OCC1)C(=O)NC1=NC=C(C=C1)C1=CC=CC=C1 4-Cyano-N-(5-phenylpyridin-2-yl)morpholine-2-carboxamide